N(=C=O)CCCC(CCCCN=C=O)CN=C=O 1,8-Diisocyanato-4-(isocyanatomethyl)octan